FC1=C2CN(C(C2=CC(=C1C1(CCNCC1)O)F)=O)C1C(NC(CC1)=O)=O 3-(4,6-difluoro-5-(4-hydroxypiperidin-4-yl)-1-oxoisoindolin-2-yl)piperidine-2,6-dione